O=C1NC2=CC=CC=C2[C@H](C1)C(=O)O (4S)-2-oxo-3,4-dihydro-1H-quinoline-4-carboxylic acid